FC=1C(N([C@@H]2C[C@H]([C@@H]2C1)S(=O)(=O)NCCC1=C(C=CC=C1)F)C)=O (1R,6R,7R)-4-fluoro-N-(2-fluorophenylethyl)-2-methyl-3-oxo-2-azabicyclo[4.2.0]oct-4-ene-7-sulfonamide